(R)-N-(4-(3-(4-Chlorophenyl)-3,3-difluoropropyl)-6-((1-hydroxy-4-methylpentan-2-yl)amino)-1,3,5-triazin-2-yl)methanesulfonamide ClC1=CC=C(C=C1)C(CCC1=NC(=NC(=N1)N[C@@H](CO)CC(C)C)NS(=O)(=O)C)(F)F